2-[3-bromo-5-(trifluoromethyl)-1H-pyrazolo[3,4-c]pyridin-7-yl]propan-1-ol BrC1=NNC2=C(N=C(C=C21)C(F)(F)F)C(CO)C